C1(=CC=CC=C1)C1=NC(=NC(=N1)C1=CC=CC=C1)C1=CC=CC=2C3(C4=CC=CC=C4C12)C1=CC=CC=C1C=1C=CC=CC13 2,4-Diphenyl-6-(9,9'-spirobi(9H-fluoren)-4-yl)-1,3,5-triazine